C(=O)(OC(C)(C)C)N[C@@H]1CC[C@H](CC1)C#C trans-1-(BOC-amino)-4-ethynylcyclohexane